ClC1=C(C=CC=C1)C1=NC=2N(C(N(C(C2N1C1=CC=C(C=C1)Cl)=O)[C@@H](C(=O)N)C)=O)CC1CCOCC1 (2R)-2-[8-(2-chlorophenyl)-7-(4-chlorophenyl)-3-(oxacyclohex-4-ylmethyl)-2,6-dioxopurin-1-yl]Propionamide